9,10-Difluorobenzo[e]thieno[2',3':5,6]benzo[1,2-b]thiepin-6(11H)-one FC1=C(C2=C(C(C3=C(SC2)C2=C(C=C3)SC=C2)=O)C=C1)F